FC1=CC(=C(C(=C1)C)C(=O)C1=C(C2=C(S1)C=C(C=C2)O)OC2=CC=C(C=C2)OCCN2C[C@H](CC2)CF)C (S)-(4-fluoro-2,6-dimethylphenyl)(3-(4-(2-(3-(fluoromethyl)pyrrolidin-1-yl)ethoxy)phenoxy)-6-hydroxybenzo[b]thiophen-2-yl)methanone